(R)-5'-ethyl-N-(1-(4-fluorophenyl)ethyl)-[3,3'-bipyridin]-6-amine C(C)C=1C=C(C=NC1)C=1C=NC(=CC1)N[C@H](C)C1=CC=C(C=C1)F